tert-butyl (3RS,4RS)-3-((2-chloro-9-methyl-9H-purin-6-yl)amino)-4-fluoropyrrolidine-1-carboxylate ClC1=NC(=C2N=CN(C2=N1)C)N[C@@H]1CN(C[C@H]1F)C(=O)OC(C)(C)C |r|